1-((5-(((Tert-butyldimethylsilyl)oxy)methyl)pyridin-3-yl)oxy)cyclopropane-1-carboxylic acid ethyl ester C(C)OC(=O)C1(CC1)OC=1C=NC=C(C1)CO[Si](C)(C)C(C)(C)C